NN1C(CC2=CC=CC=C12)=O amino-2-oxindole